FC1=C(OC=2C=NC=3CCN(CC3C2)C=2C(=C(C=3N(N2)C(=NN3)C(F)(F)F)C)C)C=CC(=C1)F 3-(2,4-difluorophenoxy)-6-(7,8-dimethyl-3-(trifluoromethyl)-[1,2,4]triazolo[4,3-b]pyridazin-6-yl)-5,6,7,8-tetrahydro-1,6-naphthyridine